ClC1=C(/C=C/C(=O)O)C(=CC=C1)Cl trans-2,6-dichloro-cinnamic acid